N(=[N+]=[N-])CC1=CC=C(C=C1)N1C(C(CC1)N1C(N(C(C=C1)=O)C(C1=CC=CC=C1)=O)=O)=O 1-(1-(4-(azidomethyl)phenyl)-2-oxopyrrolidin-3-yl)-3-benzoylpyrimidine-2,4(1H,3H)-dione